7-Benzyloxy-2,3-dihydro-benzo[1,4]dioxine-2-carboxylic acid (pyridin-3-ylmethyl)-amide N1=CC(=CC=C1)CNC(=O)C1COC2=C(O1)C=C(C=C2)OCC2=CC=CC=C2